CC=1C=CC(=NC1C1=CC=CC=C1)NC1=NC(=NC=C1C(F)(F)F)N[C@@H]1CNCCC1 (S)-N4-(5-methyl-6-phenylpyridin-2-yl)-N2-(piperidin-3-yl)-5-(trifluoromethyl)pyrimidine-2,4-diamine